N-vinyl-5-methyl-2-pyrrolidone C(=C)N1C(CCC1C)=O